SC1CCC1 3-mercaptocyclobutane